C(C1=CC=CC=C1)C1=C(N(CCN2CCN(CC2)C)C)C=CC(=C1)C 2-benzyl-N,4-dimethyl-N-(2-(4-methylpiperazin-1-yl)ethyl)aniline